C1(=CC=CC=C1)S(=O)(=O)N1OC1C1=CC=CC=C1 (+/-)-trans-2-(phenylsulfonyl)-3-phenyloxaziridine